[Cl-].C(C)N1CN(C=C1)C (1-ethyl-3-methylimidazole) chloride